2,2-Dimethylbiphenyl CC1(C(=CC=CC1)C1=CC=CC=C1)C